(1R,5S)-3-(2-chloro-6-((1-(methoxycarbonyl)-1,2,3,4-tetrahydronaphthalen-1-yl)methyl)-5-nitropyrimidin-4-yl)-3,8-diazabicyclo[3.2.1]octane-8-carboxylic acid tert-butyl ester C(C)(C)(C)OC(=O)N1[C@H]2CN(C[C@@H]1CC2)C2=NC(=NC(=C2[N+](=O)[O-])CC2(CCCC1=CC=CC=C21)C(=O)OC)Cl